(5-(6-Chlorobenzo[d]thiazol-2-yl)-5-methylhexyl)-4-methoxybenzenesulfonamide ClC1=CC2=C(N=C(S2)C(CCCCC2=C(C=CC(=C2)OC)S(=O)(=O)N)(C)C)C=C1